C(C)(C)C1=CC=C(C=C1)C1=CC(=CC=2CCOC21)NCC(C(=O)N)=C 2-[[[7-(4-isopropylphenyl)-2,3-dihydrobenzofuran-5-yl]amino]methyl]prop-2-enamide